ethyl-2-hexyl caprate O(C(=O)CCCCCCCCC)C(CCC)CCCC